C(C)[P+](CC)(CC)CC.C(CCCCC)S(=O)(=O)[O-] hexylsulfonate tetraethylphosphonium salt